2-bromo-3,9,10-trimethoxy-5-(p-tolylsulfonyl)-7,11b-dihydro-6H-indeno[2,1-c]quinolin-6a-ol BrC=1C=C2C3C(CN(C2=CC1OC)S(=O)(=O)C1=CC=C(C=C1)C)(CC1=CC(=C(C=C13)OC)OC)O